BrC(F)(F)[Si](C)(C)C (bromodifluoromethyl)trimethyl-silane